COC=1C=C(CNC(C(O)[C@H]2N(CCC2)C(CNC(=O)C2=CC=NC3=C(C=CC=C23)NC(CCCN2CCN(CC2)C(=O)OC(C)(C)C)=O)=O)=O)C=CC1OC tert-butyl 4-(4-((4-((2-((2S)-2-(2-((3,4-dimethoxybenzyl)amino)-1-hydroxy-2-oxoethyl)pyrrolidin-1-yl)-2-oxoethyl)carbamoyl)quinolin-8-yl)amino)-4-oxobutyl)piperazine-1-carboxylate